S1C2=C(C(=C1)[C@@H](C=1N=NN(C1)C1CCN(CC1)C(C)(C)C)NC=1C=C3C(=C(C=NC3=C(C1)Cl)C#N)NC1=CC(=C(C=C1)F)Cl)C=CC=C2 (S)-6-((benzo[b]thiophen-3-yl(1-(1-(tert-butyl)piperidin-4-yl)-1H-1,2,3-triazol-4-yl)methyl)amino)-8-chloro-4-((3-chloro-4-fluorophenyl)amino)quinoline-3-carbonitrile